5-bromo-3-methoxypyridin-2(1H)-one BrC=1C=C(C(NC1)=O)OC